C(C=C)N1N(C2=NC(=NC=C2C1=O)NC1=CC=C(C=C1)CCC(=O)NO)C1=NC(=CC=C1)C(C)(C)O 3-(4-((2-allyl-1-(6-(2-hydroxypropan-2-yl)pyridin-2-yl)-3-oxo-2,3-dihydro-1H-pyrazolo[3,4-d]pyrimidin-6-yl)amino)phenyl)-N-hydroxypropanamide